7-nitro-2,1,3-benzoxadiazol [N+](=O)([O-])C1=CC=CC=2C1=NON2